N1(CCOCC1)CCOC=1C=C(C=CC1)C=1C=CC=C2C=NC(=NC12)NC1=CC=C(C=C1)N1CCOCC1 8-(3-(2-Morpholinylethoxy)phenyl)-N-(4-Morpholinylphenyl)quinazolin-2-amine